FC1=C(C=C(C=C1)C=1N=CC=2N(C1)C(=C(N2)C(F)(F)F)C=2C(=C1C=NN(C1=CC2)C2OCCCC2)F)C(C(F)(F)F)(F)F 6-(4-fluoro-3-pentafluoroethyl-phenyl)-3-[4-fluoro-1-(tetrahydro-pyran-2-yl)-1H-indazol-5-yl]-2-trifluoromethyl-imidazo[1,2-a]pyrazine